(3-(2,4-dichlorophenoxy)-2-nitrophenyl)(5-hydroxy-1,3-dimethyl-1H-pyrazol-4-yl)methanone ClC1=C(OC=2C(=C(C=CC2)C(=O)C=2C(=NN(C2O)C)C)[N+](=O)[O-])C=CC(=C1)Cl